tert-Butyl-5-(4,4,5,5-tetramethyl-1,3,2-dioxaborolan-2-yl)-3,6-dihydropyridine-1(2H)-carboxylate C(C)(C)(C)OC(=O)N1CCC=C(C1)B1OC(C(O1)(C)C)(C)C